O(C#N)C1=CC=C(C=C1)SC1=CC=C(C=C1)OC#N bis(4-cyanatophenyl)thioether